C(C=C)(=O)OC(COC1=CC=C(C(=O)C2=CC=CC=C2)C=C1)CCCC 4-[2-(acryloyloxy)hexyloxy]benzophenone